1,3-bis(methylthio)-1-propanol CSC(CCSC)O